((1s,3s)-3-hydroxy-3-methylcyclobutyl)(7-(pyrazolo[1,5-a]pyridin-3-yl)-2-azaspiro[3.5]non-2-yl)methanone OC1(CC(C1)C(=O)N1CC2(C1)CCC(CC2)C=2C=NN1C2C=CC=C1)C